ClC1=NC(=CC(=C1)S(=O)(=O)N(CC)CC)N1C2CN(CC1CC2)C(C2=C(C=C(C=C2)F)Cl)=O 2-chloro-6-[3-(2-chloro-4-fluoro-benzoyl)-3,8-diazabicyclo[3.2.1]octan-8-yl]-N,N-diethyl-pyridine-4-sulfonamide